OCC1(CC1)N1N=C2N=C(C=CC2=C1)C1=C(C=C(C=C1C)C(F)(F)F)O 2-[2-[1-(hydroxymethyl)cyclopropyl]pyrazolo[3,4-b]pyridin-6-yl]-3-methyl-5-(trifluoromethyl)phenol